4-(3-Hydroxypiperidin-3-yl)benzene-1,2-diol OC1(CNCCC1)C=1C=C(C(=CC1)O)O